8-hydroxyquinoline-5-formaldehyde OC1=CC=C(C=2C=CC=NC12)C=O